C(C1=CC=CC=C1)N1CC(C(CC1)(O)C#C)CC1=CNC2=CC=C(C=C12)OC 1-benzyl-4-ethynyl-3-((5-methoxy-1H-indol-3-yl)methyl)piperidin-4-ol